5,6-Dihydrocyclopenta[c]pyrrol-4(2H)-one C=1NC=C2C1CCC2=O